CS(=O)(=O)O.ClC1=CC=C(C=C1)NC(NC1=C(C2=C(S1)C[C@@H]1CC[C@H]2N1C)C(=O)N)=O (4R,7S)-2-(3-(4-chlorophenyl)ureido)-9-methyl-5,6,7,8-tetrahydro-4H-4,7-epiminocyclohepta[b]thiophene-3-carboxamide methanesulfonate